OC1CC2(C1)CCN(CC2)C(=O)OCC2=CC=CC=C2 benzyl 2-hydroxy-7-azaspiro[3.5]nonane-7-carboxylate